1-(4-chlorobenzyl)-3-(5-(3,4-dihydroquinolin-1(2H)-yl)-5-oxopentyl)urea ClC1=CC=C(CNC(=O)NCCCCC(=O)N2CCCC3=CC=CC=C23)C=C1